1''-(6-(methyl(λ1-oxidanyl)-λ3-sulfanyl)-3-((4-(tetradecyloxy)phenyl)sulfonyl)quinolin-4-yl)-[1,4':1',4''-terpiperidin]-3-ol C[S](C=1C=C2C(=C(C=NC2=CC1)S(=O)(=O)C1=CC=C(C=C1)OCCCCCCCCCCCCCC)N1CCC(CC1)N1CCC(CC1)N1CC(CCC1)O)[O]